4-chloro-5-fluoro-6-methoxypyrimidine ClC1=NC=NC(=C1F)OC